iron (III) ethylenediamine tetraacetate sodium salt hydrate O.[Na+].C(C)(=O)ON(CCN(OC(C)=O)OC(C)=O)OC(C)=O.[Fe+3]